(2-chlorophenyl)-2-cyclopropyl-9-{3-fluoro-bicyclo[1.1.1]pentan-1-yl}-6-(4-methylpiperazin-1-yl)purine ClC1=C(C=CC=C1)C=1N(C2=NC(=NC(=C2N1)N1CCN(CC1)C)C1CC1)C12CC(C1)(C2)F